NC1=C(C=CC=C1)C(C)(C)C1=C(C=CC=C1)N 2,2-Bis-(aminophenyl)-propan